ClC=1C=C(C=CC1)C1=NC(=C2C(=N1)N(N=C2)C2CCCCC2)NC(=O)C=2SC(=CC2)[N+](=O)[O-] N-(6-(3-chlorophenyl)-1-cyclohexyl-1H-pyrazolo[3,4-d]pyrimidin-4-yl)-5-nitrothiophene-2-carboxamide